C(C)OC(=O)N1CC=2C=CC=NC2CC1 7,8-dihydro-1,6-naphthyridine-6(5H)-carboxylic acid ethyl ester